2-(6-morpholinonaphthalen-2-yl)spiro[3.3]heptane-2,6-diamine O1CCN(CC1)C=1C=C2C=CC(=CC2=CC1)C1(CC2(C1)CC(C2)N)N